1-cyclopentyl-1H-pyrazole-4-carboxylic acid ethyl ester C(C)OC(=O)C=1C=NN(C1)C1CCCC1